C(C)OC1=CC(=NC=C1C#N)[C@H](C)N1C(C2=CC(=CC(=C2CC1)C=1C(=NC=C(C1)F)C(F)(F)F)CCN(C)CCO)=O (S)-4-ethoxy-6-(1-(5-(5-fluoro-2-(trifluoromethyl)pyridin-3-yl)-7-(2-((2-hydroxyethyl)(methyl)amino)ethyl)-1-oxo-3,4-dihydroisoquinolin-2(1H)-yl)ethyl)nicotinonitrile